N-(Difluoroethyl)-5-fluoro-2-[6-(1-{6-[(2-methoxyethyl)(methyl)amino]-2-methylhexane-3-yl}azetidin-3-yl)pyrrolo[1,2-a]pyrazin-8-yl]-N-(isopropyl)benzamide FC(CN(C(C1=C(C=CC(=C1)F)C=1C=C(N2C1C=NC=C2)C2CN(C2)C(C(C)C)CCCN(C)CCOC)=O)C(C)C)F